3-methoxy-5-[7-[(2-methylpyrazol-3-yl)methoxy]imidazo[1,2-a]pyridin-3-yl]-N-(2,2,2-trifluoroethyl)pyridine-2-carboxamide COC=1C(=NC=C(C1)C1=CN=C2N1C=CC(=C2)OCC=2N(N=CC2)C)C(=O)NCC(F)(F)F